(R)-2-phenylcyclopropane-1-amine C1(=CC=CC=C1)C1[C@@H](C1)N